(R)-1-(2-(2-(Hydroxymethyl)pyrrolidin-1-yl)benzo[d]oxazol-6-yl)-4-oxo-6-(4-(pyrrolidine-1-yl)phenyl)-1,4-dihydropyridine-3-carboxylic acid OC[C@@H]1N(CCC1)C=1OC2=C(N1)C=CC(=C2)N2C=C(C(C=C2C2=CC=C(C=C2)N2CCCC2)=O)C(=O)O